Cl.COC=1C=C2C(=NC(=NC2=CC1OC)C(F)(F)F)N1CCN(CCC1)S(=O)(=O)N 4-(6,7-dimethoxy-2-(trifluoromethyl)quinazolin-4-yl)-1,4-diazacycloheptane-1-sulfonylamine hydrochloride